FC=1C=CC(=C(C1)CC(=O)O)OCOC 2-(5-fluoro-2-(methoxymethoxy)phenyl)acetic acid